N-(trans-4-(2-hydroxy-2-methylpropyl)cyclohexyl)-2-(3-methyl-1H-pyrazolo(3,4-c)pyridin-1-yl)pyrimidine-5-carboxamide OC(C[C@@H]1CC[C@H](CC1)NC(=O)C=1C=NC(=NC1)N1N=C(C=2C1=CN=CC2)C)(C)C